CC1=CC=C(C=C1)S(=O)(=O)O.C1(CCCCC1)C(CN1CCOCC1)N=C=N 1-Cyclohexyl-2-morpholinoethyl-carbodiimide p-toluenesulfonate